2-(1-acryloylazetidin-3-yl)-4-nitroisoindoline-1,3-dione C(C=C)(=O)N1CC(C1)N1C(C2=CC=CC(=C2C1=O)[N+](=O)[O-])=O